CN(C1=CC=C(C=C1)C1=NC=CC=C1)C 2-(p-dimethylaminophenyl)pyridine